N-(4-((4-(4,6-dimethylpyridin-2-yl)piperazin-1-yl)sulfonyl)phenyl)-2-(N-methylmethylsulfonamido)benzamide CC1=CC(=NC(=C1)C)N1CCN(CC1)S(=O)(=O)C1=CC=C(C=C1)NC(C1=C(C=CC=C1)N(S(=O)(=O)C)C)=O